tert-butyl 4-((1R,3r)-3-((3R,4S)-4-(2-(2,6-dioxopiperidin-3-yl)-3-oxoisoindolin-5-yl)-3-fluoropiperidin-1-yl)cyclobutoxy)piperidine-1-carboxylate O=C1NC(CC[C@H]1N1CC2=CC=C(C=C2C1=O)[C@H]1[C@H](CN(CC1)C1CC(C1)OC1CCN(CC1)C(=O)OC(C)(C)C)F)=O